N(=C=O)C1=CC(=C(C=C1)C(C)C)C 4-isocyanato-2-methyl-1-(propan-2-yl)benzene